4-(4-(3-(ethoxycarbonyl)-5-methyl-1H-pyrazol-4-yl)-5-fluoropyrimidin-2-yl)piperazine-1-carboxylic acid tert-butyl ester C(C)(C)(C)OC(=O)N1CCN(CC1)C1=NC=C(C(=N1)C=1C(=NNC1C)C(=O)OCC)F